(3ar,4ar,6r,7ar,7br)-7a-(benzyloxy)-6-fluoro-2,2-dimethyl-5-methylenehexahydro-3aH-cyclopenta[4,5]furo[2,3-d][1,3]dioxole C(C1=CC=CC=C1)O[C@]12[C@H](O[C@@H]3OC(O[C@@H]31)(C)C)C([C@@H](C2)F)=C